tin lead copper [Cu].[Pb].[Sn]